ClC=1C=C(C(=NC1)N1CC(N(C2(CC(C2)C(=O)NC)C1=O)CC1=CC=C(C=C1)C(F)(F)F)=O)F 8-(5-chloro-3-fluoropyridin-2-yl)-N-methyl-6,9-dioxo-5-(4-(trifluoromethyl)benzyl)-5,8-diazaspiro[3.5]nonane-2-carboxamide